dipentaerythritol tetrakis(3-mercaptobutyrate) SC(CC(=O)OCC(COC(CC(C)S)=O)(COCC(COC(CC(C)S)=O)(COC(CC(C)S)=O)CO)CO)C